IC1=C(N=NN1C[Si](C)(C)C)C(=O)OCC ethyl 5-iodo-1-((trimethylsilyl)methyl)-1H-1,2,3-triazole-4-carboxylate